ethyl 2-(3-bromo-2,6-dimethylphenyl)acetate BrC=1C(=C(C(=CC1)C)CC(=O)OCC)C